3,4-diaminobenzenesulfonamide NC=1C=C(C=CC1N)S(=O)(=O)N